(1r,4r)-4-((2-amino-4-(3,5-dimethylisoxazol-4-yl)phenyl)amino)cyclohexanol NC1=C(C=CC(=C1)C=1C(=NOC1C)C)NC1CCC(CC1)O